C(#N)C=1C=C(C=CC1)C=1N=C(SC1C1=CC(=NC(=C1)C)C)NC(=O)N1[C@H](CN[C@@H](C1)C)C trans-N-[4-(3-Cyanophenyl)-5-(2,6-dimethyl-4-pyridyl)thiazol-2-yl]-2,5-dimethylpiperazine-1-carboxamide